3-(chloromethyl)-3-methyl-7-oxo-4-thia-1-azabicyclo[3.2.0]heptane-2-carboxylate ClCC1(C(N2C(CC2S1)=O)C(=O)[O-])C